FC=1C=C(C=CC1[N+](=O)[O-])C=1C=C(C(N(C1)C)=O)C 5-(3-fluoro-4-nitro-phenyl)-1,3-dimethyl-pyridin-2-one